N[C@@H](C)C1=CC(=CC=C1)Cl (S)-2-amino-2-(3-Chlorophenyl)ethane